C(CCCCCCCCCCC)(=O)OC(C1=CC=CC=C1)Cl chloro(phenyl)methyl dodecanoate